ethyl 5-(tetramethyl 1,3,2-dioxaborolan-2-yl)hex-5-enoate CC1(C(OB(O1)C(CCCC(=O)OCC)=C)(C)C)C